ethylphenyl-phosphorus oxide C(C)[P](C1=CC=CC=C1)=O